N,3,5-trimethylpiperazine-1-carboximidamide CNC(=N)N1CC(NC(C1)C)C